2-[[4-(1,1-dioxo-1,4-thiazinan-4-yl)-3,5,6-trifluoropyridin-2-yl]amino]-N-[(3S)-1-[(4-methoxyphenyl)methyl]-2-oxo-5-phenyl-3H-1,4-benzodiazepin-3-yl]acetamide O=S1(CCN(CC1)C1=C(C(=NC(=C1F)F)NCC(=O)N[C@@H]1C(N(C2=C(C(=N1)C1=CC=CC=C1)C=CC=C2)CC2=CC=C(C=C2)OC)=O)F)=O